2,7-dihydroxydecalin OC1CC2CC(CCC2CC1)O